tetraethylene glycol e-2,2'-azobisisobutyrate N(=N\C(C(=O)O)(C)C)/C(C(=O)O)(C)C.C(COCCOCCOCCO)O